3-(2-cyanopropan-2-yl)benzoic acid C(#N)C(C)(C)C=1C=C(C(=O)O)C=CC1